CP(SC1CCS(C1)(=O)=O)C 4-Dimethylphosphinothiotetrahydrothiophene-1,1-dioxide